C(C)(C)(C)OC(=O)C=1C=C(C(=O)O)C=C(C1)C(=O)OC(C)(C)C 3,5-di(t-Butoxycarbonyl)benzoic acid